S-(((3aS,4S,6R,6aR)-6-(4-Amino-2-chloro-7H-pyrrolo[2,3-d]pyrimidin-7-yl)-2,2-dimethyltetrahydrofuro[3,4-d][1,3]dioxol-4-yl)methyl)thioacetate NC=1C2=C(N=C(N1)Cl)N(C=C2)[C@@H]2O[C@@H]([C@@H]1[C@H]2OC(O1)(C)C)CS=C(C)[O-]